BrC1=CC=C(S1)C=1N(C(C2=C(N(C(C21)=O)CC(CCCCCC)CCCC)C=2SC(=CC2)Br)=O)CC(CCCCCC)CCCC 3,6-bis(5-bromothien-2-yl)-2,5-bis(2-butyloctyl)pyrrolo[3,4-c]pyrrole-1,4-dione